FC1(COC1)COC1=NC=C(C=N1)C=1C=CC(NN1)=O 6-[2-[(3-fluorooxetan-3-yl)methoxy]pyrimidin-5-yl]-2,3-dihydropyridazin-3-one